((3aR,6aS)-5-(4,6-dimethylpyrimidin-2-yl)hexahydropyrrolo[3,4-c]pyrrol-2(1H)-yl)(2-(thiophen-3-yl)indolizin-1-yl)methanone CC1=NC(=NC(=C1)C)N1C[C@@H]2[C@H](C1)CN(C2)C(=O)C=2C(=CN1C=CC=CC21)C2=CSC=C2